[Hg].[Cr].[Ag] silver-chromium-mercury